NC1=NC=CC=C1C1=NC=2C(=NC(=CC2)C=2SC=C(N2)C)N1C=1C=C2CC[C@@H](C2=CC1)NC(C1=CC(=C(C=C1)O)C=O)=O (S)-N-(5-(2-(2-aminopyridin-3-yl)-5-(4-methylthiazol-2-yl)-3H-imidazo[4,5-b]pyridin-3-yl)-2,3-dihydro-1H-inden-1-yl)-3-formyl-4-hydroxybenzamide